2,2-difluoro-3-(4-fluorophenyl)-3-methoxypropanamide FC(C(=O)N)(C(OC)C1=CC=C(C=C1)F)F